C(C)C1=CN=C(S1)C=O 5-ETHYL-1,3-THIAZOLE-2-CARBALDEHYDE